CC1(C(N(OC1)CC1=CC=C(C=C1)C1=NOC(=N1)C(F)(F)F)=O)C 4,4-dimethyl-2-[[4-(5-(trifluoromethyl)-1,2,4-oxadiazol-3-yl)phenyl]methyl]isoxazolidine-3-one